C1(CC1)C1=NOC(=N1)C12CCC(CC1)(CC2)CN(C(=O)C2CCOCC2)C2=CC(=CC=C2)OC N-((4-(3-cyclopropyl-1,2,4-oxadiazol-5-yl)bicyclo[2.2.2]octan-1-yl)methyl)-N-(3-methoxyphenyl)tetrahydro-2H-pyran-4-carboxamide